CON(C(=O)C1=NN(C(=C1)C)C1OCCCC1)C N-methoxy-N,5-dimethyl-1-(tetrahydro-2H-pyran-2-yl)-1H-pyrazole-3-carboxamide